tert-butyl (8-(1-(2-methyl-5-((1-methylazetidin-2-yl)methoxy)benzamido) cyclopropyl)naphthalen-2-yl)carbamate CC1=C(C(=O)NC2(CC2)C=2C=CC=C3C=CC(=CC23)NC(OC(C)(C)C)=O)C=C(C=C1)OCC1N(CC1)C